7-[[5-[(3R)-3-(1-hydroxy-1-methyl-ethyl)-1-piperidyl]-2-pyridyl]amino]-4-(7-methylimidazo[1,2-a]pyrimidin-3-yl)isoindolin-1-one OC(C)(C)[C@H]1CN(CCC1)C=1C=CC(=NC1)NC=1C=CC(=C2CNC(C12)=O)C1=CN=C2N1C=CC(=N2)C